FC=1C=CC2=C(NC(=NS2(=O)=O)NCC2=NON=C2C)C1[C@H](C)C1=C(C=CC=C1)F (R)-6-fluoro-5-(1-(2-fluorophenyl)ethyl)-3-(((4-methyl-1,2,5-oxadiazol-3-yl)methyl)amino)-4H-benzo[e][1,2,4]thiadiazine 1,1-dioxide